(3R)-N-(5-ethoxy-1H-indazol-3-yl)piperidine-3-carboxamide hydrochloride Cl.C(C)OC=1C=C2C(=NNC2=CC1)NC(=O)[C@H]1CNCCC1